ClC=1C=C2C[C@H](CC2=CC1)NC1=NC=C(C=N1)C(=O)N1CCC12COC2 (S)-(2-((5-chloro-2,3-dihydro-1H-inden-2-yl)amino)pyrimidin-5-yl)(6-oxa-1-azaspiro[3.3]hept-1-yl)methanone